FC1CN(CCC1C1=CC=CC=2NC(N(C21)C)=O)C(=O)OC(C)(C)C Tert-butyl 3-fluoro-4-(3-methyl-2-oxo-1H-benzimidazol-4-yl)piperidine-1-carboxylate